tert-butyl 5-(1-(tert-butoxycarbonyl)-1,2,3,6-tetrahydropyridin-4-yl)-2-(2,6-dimethylpyridin-4-yl)-3-isopropyl-1H-indole-1-carboxylate C(C)(C)(C)OC(=O)N1CCC(=CC1)C=1C=C2C(=C(N(C2=CC1)C(=O)OC(C)(C)C)C1=CC(=NC(=C1)C)C)C(C)C